4,4,5,5,5-pentafluoropentyl-p-toluenesulfonate FC(CCCOS(=O)(=O)C1=CC=C(C)C=C1)(C(F)(F)F)F